C1(=CC=CC=C1)N1[C@H]2CN[C@@H](C1)C2 (1R,4R)-2-phenyl-2,5-diazabicyclo[2.2.1]heptane